2-t-butoxycarbonyl-2,7-diazaspiro[3.5]nonane C(C)(C)(C)OC(=O)N1CC2(C1)CCNCC2